4-bromo-1-(tetrahydro-2H-pyran-2-yl)-5-(trifluoromethyl)-1,7-dihydrocyclopenta[f]indazole BrC1=C2C=NN(C2=CC2=C1C(=CC2)C(F)(F)F)C2OCCCC2